CN(C(CCCCCCC)CCCCCCCC=CCC=CCCCCC)C N,N-dimethylpentacosa-16,19-dien-8-amine